C(C1CN[C@@H]2[C@H](O1)CC=1C=C(C=CC12)C(F)(F)F)([2H])([2H])[2H] (4aS,9aR)-2-(methyl-d3)-7-(trifluoromethyl)-2,3,4,4a,9,9a-hexahydroindeno[2,1-b][1,4]oxazine